8-chloro-5-((2-(3-(6-fluoro-[1,2,4]triazolo[4,3-a]pyridin-7-yl)propyl)-2-azaspiro[3.3]heptan-6-yl)(hydroxy)methyl)-2-methylphthalazin-1(2H)-one ClC=1C=CC(=C2C=NN(C(C12)=O)C)C(O)C1CC2(CN(C2)CCCC2=CC=3N(C=C2F)C=NN3)C1